(2R)-2-(6-{5-chloro-2-[(2-methyl-2H-1,2,3-triazol-4-yl)amino]pyrimidin-4-yl}-1-oxo-2,3-dihydro-1H-isoindol-2-yl)-N-[(1S)-1-(3-fluoro-5-methylphenyl)-2-hydroxyethyl]propionamide ClC=1C(=NC(=NC1)NC1=NN(N=C1)C)C1=CC=C2CN(C(C2=C1)=O)[C@@H](C(=O)N[C@H](CO)C1=CC(=CC(=C1)C)F)C